ClC1=C2CCN([C@@H](C2=C(C=C1)OCC=1N=NN(C1C(F)F)C)CN1C(C2=CC=CC=C2C1=O)=O)C(=O)OC(C)(C)C tert-butyl (S)-5-chloro-8-((5-(difluoromethyl)-1-methyl-1H-1,2,3-triazol-4-yl)methoxy)-1-((1,3-dioxoisoindolin-2-yl)methyl)-3,4-dihydroisoquinoline-2(1H)-carboxylate